6-(methylsulfanyl)-5-nitropyridine-3-carbaldehyde CSC1=C(C=C(C=N1)C=O)[N+](=O)[O-]